ClC1=C(C=CC=C1Cl)N1CCN(CC1)CCC1CC(C1)NC(=O)C=1OC(=CC1)C N-(3-(2-(4-(2,3-dichlorophenyl)piperazin-1-yl)ethyl)cyclobutyl)-5-methylfuran-2-carboxamide